FC1=C(COC=2C=CC3=C(C(=C(O3)C)C(=O)N[C@H]3CN(CC3)C(=O)OC(C)(C)C)C2)C=CC=C1 tert-butyl (R)-3-(5-((2-fluorobenzyl)oxy)-2-methylbenzofuran-3-carboxamido)pyrrolidine-1-carboxylate